(2-((5-chloro-2,3-dihydro-1H-inden-2-yl)amino)pyrimidin-5-yl)(6-oxa-1-azaspiro[3.3]hept-1-yl)methanone ClC=1C=C2CC(CC2=CC1)NC1=NC=C(C=N1)C(=O)N1CCC12COC2